CNC1CCN(CC1)CC1=CN=C2C(=NC(=NN21)OC(C)CCC)N 7-((4-(methylamino)piperidin-1-yl)methyl)-2-(pent-2-yloxy)imidazo[2,1-f][1,2,4]triazin-4-amine